CC=1C=C(OC(=O)CC2C3C4C5C=CC(C4C(C2)C3)C5)C=CC1C 8-(3,4-dimethylphenoxycarbonylmethyl)-tetracyclo[4.4.0.12,5.17,10]-3-dodecene